trifluoro-4-(prop-2-yn-1-yl)-6-(2,3,4,6-tetrafluoro-5-methoxyphenyl)-2H-benzo[b][1,4]oxazin-3(4H)-one FC1=C(C(=C(C2=C1OCC(N2CC#C)=O)F)C2=C(C(=C(C(=C2F)OC)F)F)F)F